C(C1CCC(CC1)N)C1CCC(CC1)N 4,4'-methylene-bis-(cyclohexylamin)